2-((2-Acetyl-6,7-dichloro-10-(1H-pyrazol-4-yl)-1,2,3,4-tetrahydropyrazino[1,2-a]indol-9-yl)oxy)acetonitrile C(C)(=O)N1CC=2N(C=3C(=C(C=C(C3C2C=2C=NNC2)OCC#N)Cl)Cl)CC1